CC1(NCCC2=C(N=CC=C12)C1=NC(=NS1)C)C(=O)[O-] 1-methyl-5-(3-methyl-1,2,4-thiadiazole-5-yl)-3,4-dihydro-1H-2,6-naphthyridine-carboxylate